C(#N)C=1C=C(C=C(C1)F)C#C\C=C/1\C(N(CC1)C(=O)OC(C)(C)C)(C)C tert-Butyl (3E)-3-[3-(3-cyano-5-fluorophenyl)prop-2-yn-1-ylidene]-2,2-dimethylpyrrolidine-1-carboxylate